N-[4-(3-bromo-imidazo[1,2-a]pyrazin-8-ylamino)-phenyl]-2-methoxy-acetamide BrC1=CN=C2N1C=CN=C2NC2=CC=C(C=C2)NC(COC)=O